3-(3-((6-(phenylsulfanyl)pyridin-3-yl)methyl)isoxazol-5-yl)pyridin-2-amine C1(=CC=CC=C1)SC1=CC=C(C=N1)CC1=NOC(=C1)C=1C(=NC=CC1)N